FC1(CCN(CC1)C(=O)C1=CC=C2N=CC(=NC2=C1)C1=CC(NC=C1)=O)F 4-(7-((4,4-difluoro-1-piperidinyl)carbonyl)-2-quinoxalinyl)-2(1H)-pyridinone